C(=O)O.CC1=NNC=C1C=1SC=C(N1)C(=O)NC=1C(=NN(C1)CC1CCOCC1)C1=NC=CC=C1 2-(3-methyl-1H-pyrazol-4-yl)-N-(3-(pyridin-2-yl)-1-((tetrahydro-2H-pyran-4-yl)methyl)-1H-pyrazol-4-yl)thiazole-4-carboxamide formate